2-[5-(piperidin-4-yl)[1,3]thiazolo[5,4-d][1,3]thiazol-2-yl]-5-(1H-pyrazol-4-yl)phenol dihydrochloride Cl.Cl.N1CCC(CC1)C=1SC2=C(N1)SC(=N2)C2=C(C=C(C=C2)C=2C=NNC2)O